(1R)-2-(cyclopropyloxy)-1-[3-(difluoromethoxy)phenyl]ethylamine hydrochloride Cl.C1(CC1)OC[C@@H](C1=CC(=CC=C1)OC(F)F)N